NC1=NN(C2=C(C=C(C(=C12)OC1=C(C=CC(=C1)F)Cl)NC(C1=CC(=CC(=C1)C(F)(F)F)F)=O)CNC1CCC1)C1OCCCC1 N-(3-amino-4-(2-chloro-5-fluorophenoxy)-7-((cyclobutylamino)methyl)-1-(tetrahydro-2H-pyran-2-yl)-1H-indazol-5-yl)-3-fluoro-5-(trifluoromethyl)benzamide